CN(C1=CC=C(C=C1)C=1N=C2N(C=CN=C2)C1NC=1C=C(C(=O)O)C=CC1)C 3-[[2-[4-(dimethyl-amino)phenyl]imidazo[1,2-a]pyrazin-3-yl]amino]benzoic acid